ClC=1C=C(C=C2CC(CC12)NC)C=1SN=C2C1N=CN(C2=O)CC2(CCN(CC2)C(CC(C2=CC=CC=C2)C2CC2)=O)O 3-(7-chloro-2-(methylamino)-2,3-dihydro-1H-inden-5-yl)-6-((1-(3-cyclopropyl-3-phenylpropionyl)-4-hydroxypiperidin-4-yl)methyl)isothiazolo[4,3-d]pyrimidin-7(6H)-one